CC1=NC2=CC=CC=C2C(N1)=O 2-methylquinazolin-4(3H)-one